CC1=NC=C(C=N1)C(=O)N1CC2=C(C=C(C=C2CC1)C=1C=C2C(=NC1)NC=C2C)[C@H]2NCCOC2 (R)-(2-methylpyrimidin-5-yl)-[6-(3-Methyl-1H-pyrrolo[2,3-b]pyridin-5-yl)-8-[morpholin-3-yl]-3,4-dihydroisoquinolin-2(1H)-yl]Methanone